C(C)C=1C=C2CC(CC2=CC1CC)NC[C@@H](O)C1=C2C=CC(NC2=C(C=C1)OCC1=CC(=CC=C1)F)=O (S)-5-(2-((5,6-diethyl-2,3-dihydro-1H-inden-2-yl)amino)-1-hydroxyethyl)-8-((3-fluorobenzyl)oxy)quinolin-2(1H)-one